3-(3,5-di-t-butyl-4-hydroxyphenyl)-N'-[3-(3,5-di-t-butyl-4-hydroxyphenyl)propionyl]propionyl-hydrazine C(C)(C)(C)C=1C=C(C=C(C1O)C(C)(C)C)C(CC(=O)NN)C(CCC1=CC(=C(C(=C1)C(C)(C)C)O)C(C)(C)C)=O